tert-Butyl (3R,4S)-4-(5-(2,4-dioxotetrahydropyrimidin-1(2H)-yl)-3-methyl-1H-pyrrolo[2,3-b]pyridin-1-yl)-3-fluoropiperidine-1-carboxylate O=C1N(CCC(N1)=O)C=1C=C2C(=NC1)N(C=C2C)[C@@H]2[C@@H](CN(CC2)C(=O)OC(C)(C)C)F